CC1(O[C@H]2[C@@H](O1)[C@@H](C[C@@H]2CN(C(CCOC(NC)=O)=O)C)N2C=CC1=C2N=CN=C1NC)C (3-((((3aR,4R,6R,6aS)-2,2-dimethyl-6-(4-(methylamino)-7H-pyrrolo[2,3-d]pyrimidin-7-yl)tetrahydro-4H-cyclopenta[d][1,3]dioxol-4-yl)methyl)(methyl)amino)-3-oxopropyl)(methyl)carbamate